1-octadecanoyl-2-(9Z-nonadecenoyl)-glycero-3-phosphocholine CCCCCCCCCCCCCCCCCC(=O)OC[C@H](COP(=O)([O-])OCC[N+](C)(C)C)OC(=O)CCCCCCC/C=C\CCCCCCCCC